FC1=CC=C(CNC2=C(C(=O)NC=3C=NC(=CC3)OC)C=CC(=C2)C(F)(F)F)C=C1 2-((4-fluorobenzyl)amino)-N-(6-methoxypyridin-3-yl)-4-(trifluoromethyl)benzamide